FC1(CCC(CC1)NC=1C=C2C(=C(C=NC2=CC1)S(=O)(=O)N1CCOCC1)NC1=C(C(=O)O)C=CC=C1)F 2-[[6-[(4,4-difluorocyclohexyl)amino]-3-morpholinosulfonyl-4-quinolyl]amino]benzoic acid